N'-acetyl-4-amino-N',1-dimethyl-N-(2-methyl-4-(trifluoromethyl)benzyl)-1H-pyrazolo[4,3-c]quinoline-8-carbohydrazide C(C)(=O)N(N(C(=O)C1=CC=2C3=C(C(=NC2C=C1)N)C=NN3C)CC3=C(C=C(C=C3)C(F)(F)F)C)C